1-(1-Methyl-6-(1-(2-(1-((4-((5-(trifluoromethyl)pyrimidin-2-yl)amino)piperidin-1-yl)-sulfonyl)piperidin-3-yl)ethyl)piperidin-4-yl)-1H-indazol-3-yl)dihydropyrimidine-2,4(1H,3H)-dione CN1N=C(C2=CC=C(C=C12)C1CCN(CC1)CCC1CN(CCC1)S(=O)(=O)N1CCC(CC1)NC1=NC=C(C=N1)C(F)(F)F)N1C(NC(CC1)=O)=O